C1(CC1)N1N=CC(=C1)C=1C=NC=2CCN(CC2C1)C1=NC(=NC2=CC=C(C=C12)F)C 4-[3-(1-cyclopropylpyrazol-4-yl)-7,8-dihydro-5H-1,6-naphthyridin-6-yl]-6-fluoro-2-methyl-quinazoline